2-(difluoromethoxy)pyridine-3-carbohydrazide FC(OC1=NC=CC=C1C(=O)NN)F